CC12C(=C(C(CC1)(O2)C)C(=O)O)C(=O)O dimethyl-7-oxabicyclo[2.2.1]hept-2-ene-2,3-dicarboxylic acid